6-(2-chloro-6-methylphenyl)-2-((3-chloro-5-methyl-4-(4-methylpiperazin-1-yl)phenyl)amino)-8,9-dihydroimidazo[1,2-a]pyrimido[5,4-e]pyrimidin-5(6H)-one ClC1=C(C(=CC=C1)C)N1C=2N(C3=C(C1=O)C=NC(=N3)NC3=CC(=C(C(=C3)C)N3CCN(CC3)C)Cl)CCN2